5-methyl-pyrazine-2-carboxylic acid ethyl ester C(C)OC(=O)C1=NC=C(N=C1)C